N=1N2C(=CC1)C1(CC2)CN(CC1)C(=O)N 5',6'-dihydro-1H-spiro[pyrrolidine-3,4'-pyrrolo[1,2-b]pyrazole]-1-carboxamide